C(C1=CC=CC=C1)N1CCC(CC1)CCNC(=O)N1CCC(CC1)(O)C1=CC=C(C=C1)Cl N-[2-(1-benzylpiperidin-4-yl)ethyl]-4-(4-chlorophenyl)-4-hydroxypiperidine-1-carboxamide